1-(p-tolyl)-1-ethanol C1(=CC=C(C=C1)C(C)O)C